FC=1C=C(C#N)C=CC1N1CC(N(C2(CCN(C2)C=O)C1=O)CC1=CC=C(C=C1)C(F)(F)F)=O 3-fluoro-4-(2-formyl-7,10-dioxo-6-(4-(trifluoro-methyl)benzyl)-2,6,9-triazaspiro[4.5]decan-9-yl)benzonitrile